1-(5-(((tert-butoxycarbonyl) amino) methyl)-2-methoxypyridin-4-yl)-3-methylbutan-2-ylmethanesulfonate C(C)(C)(C)OC(=O)NCC=1C(=CC(=NC1)OC)CC(C(C)C)CS(=O)(=O)[O-]